C1(=CC=CC=C1)NC(C1=CC=CC=C1)C(=O)O phenylphenylglycine